FC=1C(=CC(=C(C#N)C1)N1CCNCC1)C=C(C)C 5-Fluoro-4-(2-methylprop-1-en-1-yl)-2-(piperazin-1-yl)benzonitrile